SC(C(=O)OCCC)(C)C Propyl 2-mercapto-2-methylpropionate